COC[C@@]1(C[C@H]2CC[C@H]3[C@@H]4CCC[C@@H]([C@]4(CC[C@@H]3[C@H]2CC1)C)O)O (1S,4aS,4bR,6aR,8R,10aS,10bR,12aS)-8-(methoxymethyl)-12a-methyloctadecahydrochrysene-1,8-diol